C1(CC1)C=1C=C(C=2N(C1)C=C(N2)CCC2=CC(=NC=C2)NC(=O)[C@@H]2[C@H](C2)C2=NC=CC(=N2)C)N2C(N(C(C2)=O)C)=O (1S,2S)-N-(4-(2-(6-cyclopropyl-8-(3-methyl-2,4-dioxoimidazolidin-1-yl)imidazo[1,2-a]pyridin-2-yl)ethyl)pyridin-2-yl)-2-(4-methylpyrimidin-2-yl)cyclopropane-1-carboxamide